N-(2-(5-(2-acetamidopyridin-4-yl)-2-(methylthio)-1H-imidazol-4-yl)phenyl)nicotinamide C(C)(=O)NC1=NC=CC(=C1)C1=C(N=C(N1)SC)C1=C(C=CC=C1)NC(C1=CN=CC=C1)=O